1-(2-(6-(2-methoxypyridin-4-yl)pyrazolo[1,5-a]pyridine-3-carbonyl)-2-azaspiro[3.3]heptan-6-yl)-1-methyl-3-(5-(trifluoromethyl)pyridin-3-yl)urea COC1=NC=CC(=C1)C=1C=CC=2N(C1)N=CC2C(=O)N2CC1(C2)CC(C1)N(C(=O)NC=1C=NC=C(C1)C(F)(F)F)C